[Mn].[W] Tungsten-manganese